N1-(2-(1,4-dioxa-8-azaspiro[4.5]decan-8-yl)phenyl)-N4,N4-dimethylbenzene-1,4-disulfonamide O1CCOC12CCN(CC2)C2=C(C=CC=C2)NS(=O)(=O)C2=CC=C(C=C2)S(=O)(=O)N(C)C